acryloyloxytricyclo[3.3.1.13,7]-decane C(C=C)(=O)OC12CC3CC(CC(C1)C3)C2